C(CCC)S normal butyl mercaptan